The molecule is a menthofuran that is 4,5,6,7-tetrahydro-1-benzofuran substituted by methyl groups at positions 3 and 6 (the 6R-enantiomer). It is an enantiomer of a (-)-menthofuran. C[C@@H]1CCC2=C(C1)OC=C2C